(5S)-5-phenyl-2-[4-(trifluoromethoxy)phenyl]-2,5,6,7-tetrahydro-3H-pyrrolo[2,1-c][1,2,4]triazol-3-one C1(=CC=CC=C1)[C@@H]1CCC2=NN(C(N21)=O)C2=CC=C(C=C2)OC(F)(F)F